NC1=C(SC=2N=C(N=CC21)C)C(=O)NC2C(C=1C=CC(=NC1CC2)N2CC(C(C2)COC)N)(F)F 5-amino-N-{2-[3-amino-4-(methoxymethyl)pyrrolidin-1-yl]-5,5-difluoro-5,6,7,8-tetrahydroquinolin-6-yl}-2-methylthieno[2,3-d]pyrimidine-6-carboxamide